[O].[Tl].[La].[Li] lithium lanthanum thallium oxygen